1-(N-(3-chloro-4-methoxyphenyl)propiolamido)cyclopropane-1-carboxamide ClC=1C=C(C=CC1OC)N(C(C#C)=O)C1(CC1)C(=O)N